ClC=1C(=CC(=C2C=C(NC12)C(=O)N1[C@@H]([C@@H]2[C@H](C1)CC(C2)(F)F)C(=O)N[C@@H](C[C@H]2C(NCCC2)=O)C#N)F)F (1S,3aR,6aS)-2-(7-Chloro-4,6-difluoro-1H-indole-2-carbonyl)-N-((S)-1-cyano-2-((S)-2-oxopiperidin-3-yl)ethyl)-5,5-difluorooctahydrocyclopenta[c]pyrrole-1-carboxamide